2-(2-(2-methoxyethoxy)ethoxy)ethan-1-ol COCCOCCOCCO